2-(4-((2-oxopyrrolidin-1-yl)methyl)piperidin-1-yl)-5-(1H-pyrazol-4-yl)benzamide bis(2,2,6,6-tetramethyl-4-piperidyl)oxalate CC1(NC(CC(C1)OC(C(=O)OC1CC(NC(C1)(C)C)(C)C)=O)(C)C)C.O=C1N(CCC1)CC1CCN(CC1)C1=C(C(=O)N)C=C(C=C1)C=1C=NNC1